7-{[4-(3-chloro-2-methylphenyl)-1-(2-fluoroprop-2-enoyl)piperidin-4-yl]amino}-2-methylisoquinolin-1-one ClC=1C(=C(C=CC1)C1(CCN(CC1)C(C(=C)F)=O)NC1=CC=C2C=CN(C(C2=C1)=O)C)C